COC1=C(C=C(C=C1)N1CCN(CC1)C)S(=O)(=O)N 2-methoxy-5-(4-methylpiperazin-1-yl)benzenesulfonamide